7-methyl-1,3-benzothiazol-6-amine CC1=C(C=CC=2N=CSC21)N